C(C)(C)(C)C1=CC=C(C=C1)C1=NOC(C1)C(=O)OCC ethyl 3-(4-tert-butylphenyl)-4,5-dihydro-1,2-oxazole-5-carboxylate